ClC=1SC(=CN1)C(CO)=O 1-(2-chlorothiazol-5-yl)-2-hydroxyethanone